F.C(C)C(C(=O)[N-]CCN)(CCCCCC)CC diethyl-aminoethyl-octoylamide hydrofluoride